P(=O)(OCC)(OCC)OC1=C(C(=CC=C1O)O)C1=C(C=CC2=CC=CC=C12)O diethyl (3,6-dihydroxy-2-(2-hydroxynaphthalen-1-yl) phenyl) phosphate